1H-pyrrole-3-amide N1C=C(C=C1)C(=O)N